C(C1=CC=CC=C1)OC(=O)N[C@H](C(=O)NC=1C=C2CC(CC2=CC1)(C(=O)OC)N1C(N[C@@H](C1)C(C)C)=O)C(C1CCCCC1)C1CCCCC1 methyl 5-((S)-2-(((benzyloxy) carbonyl) amino)-3,3-dicyclohexylpropionamido)-2-((R)-4-isopropyl-2-oxoimidazolidin-1-yl)-2,3-dihydro-1H-indene-2-carboxylate